CNC=1C=C(C=CC1)C=1N=C(NC1)C1N(CCCC1)C(C(C)SC)=O 1-(2-(4-(3-(Methylamino)phenyl)-1H-imidazol-2-yl)piperidin-1-yl)-2-(methylsulfanyl)propan-1-one